(S)-2-Hexanol C[C@@H](CCCC)O